(6R)-6-{[2-(4-methoxyphenyl)pyrido[2,3-e][1,2,4]triazolo[1,5-c]pyrimidin-5-yl]amino}-1,4-diazepan-5-one COC1=CC=C(C=C1)C1=NN2C(=NC3=C(C2=N1)N=CC=C3)N[C@H]3C(NCCNC3)=O